3-(2,2,2-trifluoroethoxy)-N-[1-[3-[5-(2,2,2-trifluoroethoxy)pyrimidin-2-yl]pyrazin-2-yl]ethyl]-5-(trifluoromethyl)benzamide FC(COC=1C=C(C(=O)NC(C)C2=NC=CN=C2C2=NC=C(C=N2)OCC(F)(F)F)C=C(C1)C(F)(F)F)(F)F